FC1([C@H]([C@@H]([C@@H]2[C@H](OC([C@@H]2C1)=O)C)\C=C\C1=NC=C(C=C1)C1=C(C(=CC=C1)C)F)C)F (3R,3aS,4R,5S,7aR)-6,6-difluoro-4-((E)-2-(5-(2-fluoro-3-methylphenyl)pyridin-2-yl)vinyl)-3,5-dimethylhexahydroisobenzofuran-1(3H)-one